tert-Butyl N-tert-butoxycarbonyl-N-(3,6-dibromopyrazin-2-yl)carbamate C(C)(C)(C)OC(=O)N(C(OC(C)(C)C)=O)C1=NC(=CN=C1Br)Br